N1(N=CN=C1)CCNC1=C(C=CC=C1N)C1=CC=CC=C1 N2-(2-(1H-1,2,4-triazol-1-yl)ethyl)biphenyl-2,3-diamine